3-(fluoromethyl)chlorobenzene FCC=1C=C(C=CC1)Cl